O[C@@]1(C(N(CC1)C)=O)C1=CC(=NO1)C=1C=C(C=CC1)C=1C=C2C(=C(N1)C(=O)OCC)NN=C2 (R)-ethyl 5-(3-(5-(3-hydroxy-1-methyl-2-oxopyrrolidin-3-yl) isoxazol-3-yl) phenyl)-1H-pyrazolo[3,4-C]pyridine-7-carboxylate